(3R)-7-(benzylsulfanyl)-5-chloro-2,3-dihydro-1-benzofuran-3-yl acetate C(C)(=O)O[C@H]1COC2=C1C=C(C=C2SCC2=CC=CC=C2)Cl